2-(3-bromophenoxy)-9-(4-(tert-butyl)pyridin-2-yl)-6-phenyl-9H-carbazole BrC=1C=C(OC2=CC=3N(C4=CC=C(C=C4C3C=C2)C2=CC=CC=C2)C2=NC=CC(=C2)C(C)(C)C)C=CC1